(3-chlorobenzyl)-2,2-dimethylpiperidine-4-carboxamide ClC=1C=C(CN2C(CC(CC2)C(=O)N)(C)C)C=CC1